N-(3-((2,6-dioxopiperidin-3-yl)amino)phenyl)-2-((R)-2-(trifluoromethyl)piperazin-1-yl)acetamide hydrobromide Br.O=C1NC(CCC1NC=1C=C(C=CC1)NC(CN1[C@H](CNCC1)C(F)(F)F)=O)=O